FC1=CC=C2C[C@@H](C2=C1)NC(=NO)C1=NON=C1OCCS(N)(=O)=O N-[(7S)-4-Fluorobicyclo[4.2.0]octa-1,3,5-trien-7-yl]-N'-hydroxy-4-(2-sulfamoylethoxy)-1,2,5-oxadiazol-3-carboximidamid